C(C)(C)(C)OC=1C=C2CC[C@@H]([C@@H](C2=CC1)C1=CC=C(C=C1)N1CC2(C1)OC[C@@H](C2)C(OC)OC)C2=CC=CC=C2 (R)-2-(4-((1R,2S)-6-(tert-butoxy)-2-phenyl-1,2,3,4-tetrahydronaphthalen-1-yl)phenyl)-7-(dimethoxymethyl)-5-oxa-2-azaspiro[3.4]octane